1,3-bis(1,1-dimethyl-2-phenylethyl)imidazolium bromide [Br-].CC(CC1=CC=CC=C1)(C)N1C=[N+](C=C1)C(CC1=CC=CC=C1)(C)C